C(#N)C=1C=CC(=C2N=CC=NC12)N1C[C@@H](C[C@@H](C1)C1CC1)NC([C@H](C(C)C)O)=O (S)-N-((3R,5R)-1-(8-cyanoquinoxalin-5-yl)-5-cyclopropylpiperidin-3-yl)-2-hydroxy-3-methylbutanamide